O=C1NC(CC[C@H]1N1C(C2=CC=C(C(=C2C1)OC)OC1CC(C1)N(C(C)C)CC1CCN(CC1)C(=O)OC(C)(C)C)=O)=O tert-butyl 4-((((1r,3r)-3-((2-(2,6-dioxopiperidin-3-yl)-4-methoxy-1-oxoisoindolin-5-yl)oxy)cyclobutyl)(isopropyl)amino)methyl)piperidine-1-carboxylate